C(=C)OC(CCCCCCCCCCCCC)=O Vinylmyristat